3-[[5-fluoro-2-(2,5,8,11-tetraoxabicyclo[10.4.0]hexadeca-1(12),13,15-trien-14-ylamino)pyrimidin-4-yl]amino-1-piperidyl]prop-2-en-1-one FC=1C(=NC(=NC1)NC1=CC=2OCCOCCOCCOC2C=C1)NC1N(CCCC1)C=CC=O